(S)-6-chloro-5'-(5-chloro-2-methylphenyl)-2'-(2,4-dimethoxypyrimidin-5-yl)-3'-isopropyl-3'h-spiro[indoline-3,4'-pyrrolo[3,4-d]imidazole]-2,6'(5'h)-dione ClC1=CC=C2C(=C1)NC([C@]21N(C(C=2N=C(N(C21)C(C)C)C=2C(=NC(=NC2)OC)OC)=O)C2=C(C=CC(=C2)Cl)C)=O